C(CC)[NH-] propyl-amide